BrC1=CC2=CN(N=C2C(=C1)F)C 5-bromo-7-fluoro-2-methyl-2H-indazole